NC1=C(N(C=C1C1CCN(CC1)C1CNC1)C1=CC=C(C=C1)C(NC1=NC=CC(=C1)C(F)(F)F)=O)C(=O)N 3-amino-4-(1-(azetidin-3-yl)piperidin-4-yl)-1-(4-((4-(trifluoromethyl)pyridin-2-yl)carbamoyl)phenyl)-1H-pyrrole-2-carboxamide